C(C)(C)(C)C=1C(=NC=NC1)OCC(=O)OC methyl 2-((5-(tert-butyl)pyrimidin-4-yl)oxy)acetate